7-bromo-1-(2-(sec-butyl)phenyl)-6-chloroquinazoline-2,4(1H,3H)-dione BrC1=C(C=C2C(NC(N(C2=C1)C1=C(C=CC=C1)C(C)CC)=O)=O)Cl